C(C)C(=CCCCCC(=O)O)CC 7-ethylnon-6-enoic acid